[tert-butyl(diphenyl)silyl]oxy-2-[2-(chloromethyl)allyl]pyrrolidine-1,2-dicarboxylate [Si](C1=CC=CC=C1)(C1=CC=CC=C1)(C(C)(C)C)OC1C(N(CC1)C(=O)[O-])(C(=O)[O-])CC(=C)CCl